FC1=CC=C2CCC(C2=C1)C#N 6-fluoro-2,3-dihydro-1H-indene-1-nitrile